11-(2,6-dichlorophenyl)-4-(1-piperazin-1-ylpyrazol-4-yl)-5,7,11,13-tetrazatricyclo[7.4.0.02,6]trideca-1(9),2(6),3,7,12-pentaen-10-one ClC1=C(C(=CC=C1)Cl)N1C(C=2C=NC=3NC(=CC3C2N=C1)C=1C=NN(C1)N1CCNCC1)=O